C(C)(C)C=1NC(=NN1)NC=1C=C(C(=O)N2CCC(CC2)C2=C(C#N)C=CC=C2)C=CC1C (1-(3-((5-isopropyl-4H-1,2,4-triazol-3-yl)amino)-4-methylbenzoyl)piperidin-4-yl)benzonitrile